N1,N6-bis(6-(tert-butyl)dibenzo[b,d]furan-4-yl)-N1,N6-diphenylpyrene-1,6-diamine C(C)(C)(C)C1=CC=CC=2C3=C(OC21)C(=CC=C3)N(C3=CC=C2C=CC=1C(=CC=C4C=CC3=C2C14)N(C1=CC=CC=C1)C1=CC=CC4=C1OC1=C4C=CC=C1C(C)(C)C)C1=CC=CC=C1